tert-butyl (1R*,2S*,5S*)-2-benzyl-4-methyl-3-azabicyclo[3.1.0]hexane-3-carboxylate C(C1=CC=CC=C1)[C@H]1[C@@H]2C[C@@H]2C(N1C(=O)OC(C)(C)C)C |o1:7,8,10|